3E-octenoate C(\C=C\CCCCC)(=O)[O-]